BENZOXEPINE O1C=CC=CC2=C1C=CC=C2